BrC=1C=C(C=CC1)NC1=NC=NC2=CC=C(C=C12)NC(CC)=O N-[4-[(3-bromophenyl)amino]-6-quinazolinyl]propionamide